(1r,4r)-4-((6-(N-(5-chloro-6-(2,6-dimethylphenyl)pyridin-2-yl)sulfamoyl)pyridin-2-yl)oxy)cyclohexane-1-carboxylic acid ClC=1C=CC(=NC1C1=C(C=CC=C1C)C)NS(=O)(=O)C1=CC=CC(=N1)OC1CCC(CC1)C(=O)O